(5-chloro-2-(pyridin-4-yl)pyrazolo[1,5-a]pyrimidin-7-yl)morpholine ClC1=NC=2N(C(=C1)N1CCOCC1)N=C(C2)C2=CC=NC=C2